3-bromo-4-hydroxy-5-methoxybenzaldehyde BrC=1C=C(C=O)C=C(C1O)OC